ClC(CC)C1=NN(C(=N1)C(=O)O)COCC[Si](C)(C)C 3-(1-chloropropyl)-1-((2-(trimethylsilyl)ethoxy)methyl)-1H-1,2,4-triazole-5-carboxylic acid